(2-fluoro-6-methoxyphenyl)-3-(6-(1-methylpiperidin-4-yl)pyridin-2-yl)-1H-pyrazolo[3,4-c]pyridine FC1=C(C(=CC=C1)OC)N1N=C(C=2C1=CN=CC2)C2=NC(=CC=C2)C2CCN(CC2)C